tert-butyl (S)-3-((6-(3-(tert-butoxy)-2-((1,3-dioxoisoindolin-2-yl)oxy)-3-oxopropoxy)quinolin-2-yl)amino)azetidine-1-carboxylate C(C)(C)(C)OC([C@H](COC=1C=C2C=CC(=NC2=CC1)NC1CN(C1)C(=O)OC(C)(C)C)ON1C(C2=CC=CC=C2C1=O)=O)=O